[P].C(C)C(C)(Br)CC diethyl-(2-bromoethane) phosphorus